C(C)C(C(=O)OCC1=C(C=CC=2N(N=NC21)C)Br)(CC=O)C2=CC=C(C=C2)Cl (5-bromo-1-methyl-1H-benzo[d][1,2,3]triazol-4-yl)methanol ethyl-2-(4-chlorophenyl)-4-oxobutanoate